C1(CC1)OCC(CC(=O)OCC)=O ethyl 4-(cyclopropoxy)-3-oxo-butanoate